C(C)(C)(C)[P]C(C)(C)C di-tert-butylphosphorus